m-nitrobenzotrifluoride sodium salt [Na].[N+](=O)([O-])C=1C=C(C=CC1)C(F)(F)F